4-(3-methoxy-4-nitrophenoxy)piperidine-1-carboxylic acid tert-butyl ester C(C)(C)(C)OC(=O)N1CCC(CC1)OC1=CC(=C(C=C1)[N+](=O)[O-])OC